[Cl-].C(C)(C)(C)OC(=O)[C@H](CC)[NH3+] [(1S)-1-tert-butoxycarbonylpropyl]ammonium chloride